1-(1-(4-((3,4-Dichloro-2-fluorophenyl)amino)pyrido[3,2-d]pyrimidin-6-yl)-3-azabicyclo[3.1.0]hexan-3-yl)prop-2-en-1-one ClC=1C(=C(C=CC1Cl)NC=1C2=C(N=CN1)C=CC(=N2)C21CN(CC1C2)C(C=C)=O)F